ClC=1C=C(C=CC1C(=O)N1CCN(CC1)C(=O)C1CC[N+](CC1)(C)C)NC(=O)C=1N(C(=CN1)C=1C(=NN(C1)C1=NC=C(C=C1)C)C(F)(F)F)C N-[3-chloro-4-[4-(1,1-dimethylpiperidin-1-ium-4-carbonyl)piperazine-1-carbonyl]phenyl]-1-methyl-5-[1-(5-methyl-2-pyridyl)-3-(trifluoromethyl)pyrazol-4-yl]imidazole-2-carboxamide